FC(OC1=CC=C(C=C1)CCNC(C)=O)(F)F N-[2-[4-(trifluoromethoxy)phenyl]ethyl]acetamide